C1(CC1)CN1C(=CC2=CC=C(C=C12)C1=CC(=CC=C1)OC)C1=NN2C(C(=CC(=C2)C(=O)N2C[C@@H](C[C@H](C2)F)N)OC)=C1C (3R,5R)-1-{2-[1-(cyclopropylmethyl)-6-(3-methoxyphenyl)-1H-indol-2-yl]-4-methoxy-3-methylpyrazolo[1,5-a]pyridine-6-carbonyl}-5-fluoropiperidine-3-amine